benzyl-phenyl-2-ureido-6-methyl-4-pyrimidinone C(C1=CC=CC=C1)C1=C(C=CC=C1)C=1C(NC(=NC1C)NC(=O)N)=O